ClC1=CC2=C(N=C(NC2=O)SC)C(=N1)Cl 6,8-dichloro-2-methylsulfanyl-3H-pyrido[3,4-d]pyrimidin-4-one